1,1,1,3,3,4,4,4-octafluoro-2-butanol FC(C(C(C(F)(F)F)(F)F)O)(F)F